P(=O)(O)(O)O[C@H]1[C@@H](O[C@@H]([C@H]1O)CO)N1C(=O)NC(=O)C=C1 uridine 2'-monophosphate